4,5-dimethyl-4,5,9,10-tetrahydro-6H,8H-pyrido[3,2,1-de]pteridin-6-one CN1C(C(N2C3=C(N=CN=C13)CCC2)=O)C